FC(S1S(CCC1)C(F)(F)F)(F)F 1,2-bistrifluoromethyldithiolane